ethyl 4-chloro-1,5-dimethyl-1H-pyrazole-3-carboxylate ClC=1C(=NN(C1C)C)C(=O)OCC